C(C)(C)C1=C(NC2=CC=C(C=C12)C1CCNCC1)C=1C=CC=2N(C1C)C=NN2 6-(3-isopropyl-5-(piperidin-4-yl)-1H-indol-2-yl)-5-methyl-[1,2,4]triazolo[4,3-a]pyridine